C(C)C1=C(C(=O)O)C=CC(=C1)CN1CCC(CC1)C1=NNC(=C1)C1=C2C(=NC=C1)NC=C2 Ethyl-4-((4-(5-(1H-pyrrolo[2,3-b]pyridin-4-yl)-1H-pyrazol-3-yl)piperidin-1-yl)methyl)benzoic acid